ClC1=CC=C(N=N1)OC1=CC=NC2=CC(=C(C=C12)OC)OC 4-((6-chloropyridazin-3-yl)oxy)-6,7-dimethoxyquinoline